tert-butyl (3-(4-(2-(4-((2-chloropyrimidin-4-yl)methoxy)phenyl)propan-2-yl)phenyl)prop-2-yn-1-yl)carbamate ClC1=NC=CC(=N1)COC1=CC=C(C=C1)C(C)(C)C1=CC=C(C=C1)C#CCNC(OC(C)(C)C)=O